(S)-2-(3,3-difluorocyclopentyl)-4-fluoro-1-isopropyl-6-(4,4,5,5-tetramethyl-1,3,2-dioxaborolan-2-yl)-1H-benzo[d]imidazole FC1(C[C@H](CC1)C1=NC2=C(N1C(C)C)C=C(C=C2F)B2OC(C(O2)(C)C)(C)C)F